3-(2-[imidazo[1,2-a]pyridin-2-yl]ethynyl)-1-[(3s,5r)-5-(methoxymethyl)-1-(prop-2-enoyl)pyrrolidin-3-yl]-5-(methylamino)pyrazole-4-carboxamide N=1C(=CN2C1C=CC=C2)C#CC2=NN(C(=C2C(=O)N)NC)[C@@H]2CN([C@H](C2)COC)C(C=C)=O